CC(C(=O)[O-])=C(CC)C 2,3-dimethyl-3-ethylacrylate